CC1(NCCCC1)C(=O)NC1=CC=C(C=C1)OC=1C=NC=CC1 2-methyl-N-(4-(pyridin-3-yloxy)phenyl)piperidine-2-carboxamide